C(C)(=O)N[C@H](C(=O)N[C@H](C(=O)NCC=1C=C(OC2CCN(CC2)C(=O)OC(C)(C)C)C=CC1C)CCC1=CC=CC=C1)CC(=O)OC(C)(C)C tert-butyl 4-(3-(((S)-2-((S)-2-acetamido-4-(tert-butoxy)-4-oxobutanamido)-4-phenylbutanamido)methyl)-4-methylphenoxy)piperidine-1-carboxylate